[Na+].C(=C)S(=O)(=O)[O-] ((vinyl)sulfonic acid) sodium salt